O[C@H](C)C1=NC=2C(=C3C(=NC2)N(C=C3)S(=O)(=O)C3=CC=CC=C3)N1C1CN(CC1)[C@H](C#N)C (S)-3-(2-((R)-1-hydroxyethyl)-6-(benzenesulfonyl)imidazo[4,5-d]Pyrrolo[2,3-b]Pyridin-1(6H)-yl)pyrrolidin-1-yl-propionitrile